N1CCC(CC1)C1=CC=2N=CN=CC2N(C1=O)CC1=NC=CN=C1C(F)(F)F 7-(piperidin-4-yl)-5-((3-(trifluoromethyl)pyrazin-2-yl)methyl)pyrido[3,2-d]pyrimidin-6(5H)-one